1-((3-(benzyloxy)-1-methylcyclobutyl)oxy)-4-fluoro-2-nitrobenzene C(C1=CC=CC=C1)OC1CC(C1)(C)OC1=C(C=C(C=C1)F)[N+](=O)[O-]